C1(=CC=CC=C1)S(=O)(=O)N1C(=CC=2C1=NC=CC2C2=CC=NC=C2)CCNC(=O)[C@H]2N(CCC2)C(=O)OC(C)(C)C tert-Butyl (S)-2-((2-(1-(phenylsulfonyl)-4-(pyridine-4-yl)-1H-pyrrolo[2,3-b]pyridine-2-yl)ethyl)carbamoyl)pyrrolidine-1-carboxylate